(2,3,5,6-tetrafluoro-3'-trifluoromethoxy-biphenyl-4-ylcarbamoyl)-thiophene-2-carboxylic acid FC1=C(C(=C(C(=C1F)NC(=O)C1=C(SC=C1)C(=O)O)F)F)C1=CC(=CC=C1)OC(F)(F)F